C(C1=CC=CC=C1)(=O)C=1C=CC=C(C(=O)O)C1 5-benzoylbenzoic acid